S1C(=NC2=C1C=CC=C2)/C=C/C2=CC=C(C(=O)NC=1C=C(N(C1)C)C(=O)NC1=CN(C(=C1)C(NCC/C(=N/C)/NC)=O)C)C=C2 4-(4-((E)-2-(benzo[d]thiazol-2-yl)vinyl)benzamido)-1-methyl-N-(1-methyl-5-(((Z)-3-(methylamino)-3-(methylimino)propyl)carbamoyl)-1H-pyrrol-3-yl)-1H-pyrrole-2-carboxamide